(4S)-5-amino-5-oxo-4-(1-oxo-5-vinyl-isoindolin-2-yl)pentanoic acid NC([C@H](CCC(=O)O)N1C(C2=CC=C(C=C2C1)C=C)=O)=O